2-[1-(pyridin-3-yl)azetidin-3-yl]-1-(2,4,5-trisMethyl-5,7-dihydro-6H-pyrrolo[3,4-b]Pyridin-6-yl)ethanone Molybdenum bromide [Mo](Br)(Br)(Br)Br.N1=CC(=CC=C1)N1CC(C1)CC(=O)N1CC2=NC(=CC(=C2C1C)C)C